((3aS,6R,7aR)-2-benzyl-6-methyl-octahydro-5H-pyrrolo[3,4-c]pyridin-5-yl)(5-fluoro-2-(2H-1,2,3-triazol-2-yl)phenyl)methanone C(C1=CC=CC=C1)N1C[C@H]2CN([C@@H](C[C@H]2C1)C)C(=O)C1=C(C=CC(=C1)F)N1N=CC=N1